C1C(CC2=CC=CC=C12)N(C(=O)C1=NC(=CC(=C1)NC(OC(C)(C)C)=O)NC1=CC(=CC=C1)F)C Tert-butyl (2-((2,3-dihydro-1H-inden-2-yl)(methyl)carbamoyl)-6-((3-fluorophenyl)amino)pyridin-4-yl)carbamate